FC1=CC=C(C=C1)C1CCC(N1CCCF)CO (5-(4-fluorophenyl)-1-(3-fluoropropyl)pyrrolidin-2-yl)-methanol